butylmethylpyrrolidone C(CCC)C1C(N(CC1)C)=O